3-(7-fluoro-3-oxo-4-(prop-2-yn-1-yl)-3,4-dihydrospiro[benzo[b][1,4]oxazin-2,1'-cyclopropan]-6-yl)-1-methyl-6-(trifluoromethyl)pyrimidine-2,4(1h,3h)-dione FC=1C(=CC2=C(OC3(CC3)C(N2CC#C)=O)C1)N1C(N(C(=CC1=O)C(F)(F)F)C)=O